ClC=1C=CC(=NC1)C#CC1=CC=C2C(=N1)SC(=N2)NC(OC(C)(C)C)=O tert-butyl (5-((5-chloropyridin-2-yl)ethynyl)thiazolo[5,4-b]pyridin-2-yl)carbamate